N-(3-cyano-1H-indol-7-yl)-1-(2-hydroxy-1,1-dimethyl-ethyl)pyrazole-4-sulfonamide C(#N)C1=CNC2=C(C=CC=C12)NS(=O)(=O)C=1C=NN(C1)C(CO)(C)C